C(C1=CC=CC=C1)OC1=NC(=CC=C1NC1=CC=CC=C1)OCC1=CC=CC=C1 (2,6-bis(benzyloxy)pyridin-3-yl)aniline